diethyl ((((3aR,4R,6R,6aR)-6-(4-(cyclopentylamino)-2-iodo-7H-pyrrolo[2,3-d]pyrimidin-7-yl)-2,2-dimethyltetrahydrofuro[3,4-d][1,3]dioxol-4-yl)methoxy)methyl)phosphonate C1(CCCC1)NC=1C2=C(N=C(N1)I)N(C=C2)[C@@H]2O[C@@H]([C@@H]1[C@H]2OC(O1)(C)C)COCP(OCC)(OCC)=O